N-(4-(chlorodifluoromethoxy)phenyl)-6-(4-((4-(2,4-dioxotetrahydropyrimidin-1(2H)-yl)benzyl)(methyl)amino)piperidin-1-yl)-5-(1H-pyrazol-3-yl)nicotinamide ClC(OC1=CC=C(C=C1)NC(C1=CN=C(C(=C1)C1=NNC=C1)N1CCC(CC1)N(C)CC1=CC=C(C=C1)N1C(NC(CC1)=O)=O)=O)(F)F